6-fluoro-3-(((3-fluoropyridin-2-yl)methyl)amino)-5-(phenylethynyl)-2-((2-(trimethylsilyl)ethoxy)methyl)-2H-benzo[e][1,2,4]thiadiazine 1,1-dioxide FC=1C=CC2=C(N=C(N(S2(=O)=O)COCC[Si](C)(C)C)NCC2=NC=CC=C2F)C1C#CC1=CC=CC=C1